6-Chloro-4-(2-hydroxyethoxy)pyrazolo[1,5-a]pyrazin-3-ol ClC=1N=C(C=2N(C1)N=CC2O)OCCO